S1C(=NC2=C1C=CC=C2)NC(=O)C=2C=CC=C1CCN(CC21)C2=CC=C(C(=N2)C(=O)OC(C)(C)C)C=2C=NN(C2C)CC21CC3(CC(CC(C2)(C3)OCC=O)(C1)C)C tert-butyl 6-(8-(benzo[d]thiazol-2-ylcarbamoyl)-3,4-dihydroisoquinolin-2(1H)-yl)-3-(1-((3,5-dimethyl-7-(2-oxoethoxy)adamantan-1-yl)methyl)-5-methyl-1H-pyrazol-4-yl)picolinate